ClC1=CC(=C(C=C1Cl)O)C(C1CCN(CCC1)C(=O)[C@@H]1CNCC1)O 4,5-dichloro-2-[hydroxy([1-[(3S)-pyrrolidine-3-carbonyl]azepan-4-yl])methyl]phenol